C(C)(C)N1C(N(C=2C1=C1C(=NC2)NC(=C1C=1C=C2C=NN(C2=CC1)C)C=1C=NC(=CC1)OC)C)=O 1-Isopropyl-7-(6-methoxypyridin-3-yl)-3-methyl-8-(1-methyl-1H-indazol-5-yl)-3,6-dihydroimidazo[4,5-d]pyrrolo[2,3-b]pyridin-2(1H)-on